[Cl-].[Cl-].C1(=CC=CC=C1)P(C1=CC=CC=C1)C1=CC=CC=C1.C1(=CC=CC=C1)P(C1=CC=CC=C1)C1=CC=CC=C1.[Pt+2] Platinum bis(triphenylphosphine) dichloride